(3R,6S)-1-benzoyl-6-methylpiperidine-3-carboxylic acid methyl ester COC(=O)[C@H]1CN([C@H](CC1)C)C(C1=CC=CC=C1)=O